C(C)OCCC(=O)OCCN(C)C 2-(dimethylamino)ethyl 3-ethoxypropanoate